C(C)N(C\C=C/C1=C(C=CC(=C1)F)S(=O)(=O)NC1=CC=C2[C@@H]3[C@H](COC2=C1C(=O)O)C3)CC (1aR,7bS)-5-[2-((Z)-3-diethylaminoprop-1-enyl)-4-fluorobenzenesulfonylamino]-1,1a,2,7b-tetrahydrocyclopropa[c]chromene-4-carboxylic acid